IC1=CC2=C(NC(C3N(C2=O)CCNC3)=O)C=C1 8-iodo-1,3,4,12a-tetrahydrobenzo[e]pyrazino[1,2-a][1,4]diazepine-6,12(2H,11H)-dione